ClC=1C=2N(C=C(C1)S(=O)(=O)NC1(CC1)CF)C(=NC2C#CCOC)C=2SC(=NN2)C(F)F 8-chloro-3-[5-(difluoromethyl)-1,3,4-thiadiazol-2-yl]-N-[1-(fluoromethyl)cyclopropyl]-1-(3-methoxyprop-1-ynyl)imidazo[1,5-a]pyridine-6-sulfonamide